cyclopenta[1,2-b:5,4-b']dithiophene S1C=2C(=CC1)C=C1C2SC=C1